5-chloro-1-(1-(3-(methoxymethyl)bicyclo[1.1.1]pentan-1-yl)-1H-pyrazol-4-yl)-6-(4-(3-methyloxetan-3-yl)piperazin-1-yl)-1H-indazole ClC=1C=C2C=NN(C2=CC1N1CCN(CC1)C1(COC1)C)C=1C=NN(C1)C12CC(C1)(C2)COC